(7-(1-ethoxy-cyclopropyl)quinoline-4-carbonyl)glycine C(C)OC1(CC1)C1=CC=C2C(=CC=NC2=C1)C(=O)NCC(=O)O